ClC1=NC=C(C(=C1)C1=C(C=NC(=C1)C)C(=O)NC=1SC2=C(N1)CN(C2)C(=O)C2=NN(C(=C2)O)C)OC 2'-chloro-N-(5-(5-hydroxy-1-methyl-1H-pyrazole-3-carbonyl)-5,6-dihydro-4H-pyrrolo[3,4-d]thiazol-2-yl)-5'-methoxy-6-methyl-[4,4'-bipyridine]-3-carboxamide